3-(3-(cyclopropylmethyl)-7-((tetrahydro-2H-pyran-4-yl)amino)benzo[b]thiophen-2-yl)prop-2-yn C1(CC1)CC=1C2=C(SC1C#CC)C(=CC=C2)NC2CCOCC2